C(C1=CC=CC=C1)(C1=CC=CC=C1)[C@]1(N2C(C[C@H]2S([C@@]1(C)/C=N/O)(=O)=O)=O)C(=O)[O-] (2S,3R,5R)-benzhydryl-3-((E)-(hydroxyimino) methyl)-3-methyl-7-oxo-4-thia-1-azabicyclo[3.2.0]heptane-2-carboxylate 4,4-dioxide